FC1=C(C(=O)NC2COC2)C=CC=C1 2-fluoro-N-(oxetan-3-yl)benzamide